(S)-3-(3-(1H-pyrrol-1-yl)phenyl)-3-(3-(4-hydroxy-1-methyl-2-oxo-1,2-dihydropyridin-3-yl)ureido)propanoic acid N1(C=CC=C1)C=1C=C(C=CC1)[C@H](CC(=O)O)NC(=O)NC=1C(N(C=CC1O)C)=O